ClC1=CC(=C(C=N1)C=1C=NC(=CC1)C(F)(F)F)N1C[C@H](CCC1)O (S)-1-(6-chloro-6'-(trifluoromethyl)-[3,3'-bipyridin]-4-yl)piperidin-3-ol